ClC1=CC=C(C(=O)N[C@@H](CO)C2=NC(=NO2)C2=CC=C(C=C2)C(F)(F)F)C=C1 (S)-4-chloro-N-(2-hydroxy-1-(3-(4-(trifluoromethyl)phenyl)-1,2,4-oxadiazol-5-yl)ethyl)benzamide